C(C)[C@@H]1CN(S(C2=C(O1)C=CC=C2)(=O)=O)CC=2C=C(C=CC2C)C(C(C(=O)O)(C)C)OCC=2N=NN(C2)CC 3-(3-{[(4R)-4-ethyl-1,1-dioxo-3,4-dihydro-2H-5,1λ6,2-benzoxathiazepin-2-yl]methyl}-4-methylphenyl)-3-[(1-ethyl-1H-1,2,3-triazol-4-yl)methoxy]-2,2-dimethylpropanoic acid